6-chloro-N-(4-(ethylsulfonyl)benzyl)-5-nitronicotinamide ClC1=NC=C(C(=O)NCC2=CC=C(C=C2)S(=O)(=O)CC)C=C1[N+](=O)[O-]